(S)-quinuclidin-3-yl (7-(3-fluoro-4-methylphenyl)-3,3-dimethylchroman-4-yl)carbamate FC=1C=C(C=CC1C)C1=CC=C2C(C(COC2=C1)(C)C)NC(O[C@@H]1CN2CCC1CC2)=O